6-(3-isopropyl-5-(piperidin-4-yl)-1H-indol-2-yl)imidazo[1,2-a]pyridin-8-amine C(C)(C)C1=C(NC2=CC=C(C=C12)C1CCNCC1)C=1C=C(C=2N(C1)C=CN2)N